Iron(II) D-gluconate hydrate O.O=C([C@H](O)[C@@H](O)[C@H](O)[C@H](O)CO)[O-].[Fe+2].O=C([C@H](O)[C@@H](O)[C@H](O)[C@H](O)CO)[O-]